ClC1=CC=C(C=N1)[C@@H](CCO)NC(OC(C)(C)C)=O (R)-tert-butyl (1-(6-chloropyridin-3-yl)-3-hydroxypropyl)carbamate